FC=1C(=C(C=O)C=C(C1)C(=O)N1CCC(CC1)C=1C=NC(=CC1)C=1C=NN(C1)C(C)C)O 3-fluoro-2-hydroxy-5-(4-(6-(1-isopropyl-1H-pyrazol-4-yl)pyridin-3-yl)piperidine-1-carbonyl)benzaldehyde